N-(7-fluoro-2-oxo-1,2,3,4-tetrahydroquinolin-6-yl)-2-propylbenzamide FC1=C(C=C2CCC(NC2=C1)=O)NC(C1=C(C=CC=C1)CCC)=O